C1(CC1)C(C=1C(=C(C(=C2C=NNC12)C=1N=CC=2N(C1)C=C(N2)NC(=O)[C@H]2[C@H](C2)F)C(F)F)F)N2C(C1=CC=CC=C1C2=O)=O (1s,2s)-N-(6-(7-(cyclopropyl-(1,3-dioxoisoindolin-2-yl)methyl)-5-(difluoromethyl)-6-fluoro-1H-indazol-4-yl)imidazo[1,2-a]pyrazin-2-yl)-2-fluorocyclopropane-1-carboxamide